C(C)(=O)SCC(=O)N1CC2(CN(C2)C(=O)OCCCC)C1 butyl 6-(2-(acetylthio)acetyl)-2,6-diazaspiro[3.3]heptane-2-carboxylate